N-(3-chloro-1H-indol-7-yl)-N,1-bis(cyclopropylmethyl)pyrazole-4-sulfonamide ClC1=CNC2=C(C=CC=C12)N(S(=O)(=O)C=1C=NN(C1)CC1CC1)CC1CC1